5-Formyl-2-hydroxybenzonitrile C(=O)C=1C=CC(=C(C#N)C1)O